COC1CCCCC1 (1S,2S,4S,5R)-6-methoxycyclohexane